NCCC=1C=CC(=NC1)C1=C(OC2=CC(=NN2C)N(C)CC(F)F)C=C(C=C1)F 5-[2-[5-(2-aminoethyl)pyridin-2-yl]-5-fluorophenoxy]-N-(2,2-difluoroethyl)-N,1-dimethylpyrazol-3-amine